6-((4-Methoxy-2-methylphenyl)amino)-1-(4-methoxycyclohexyl)-3-methyl-1,3-dihydro-2H-imidazo[4,5-c]pyridin-2-one COC1=CC(=C(C=C1)NC1=CC2=C(C=N1)N(C(N2C2CCC(CC2)OC)=O)C)C